(4-methyl-1-((2-(trimethylsilyl)ethoxy)methyl)-1H-pyrazol-3-yl)boronic acid CC=1C(=NN(C1)COCC[Si](C)(C)C)B(O)O